COC=1C=C(C=CC1)SC=1N=NC(=C(C1C(=O)O)C)C 3-[(3-Methoxyphenyl)thio]-5,6-dimethylpyridazine-4-carboxylic acid